tert-butyl (4-hydroxy-1-methyl-1H-pyrazol-3-yl)carbamate OC=1C(=NN(C1)C)NC(OC(C)(C)C)=O